3-[[2-(5-bromo-2-methoxy-phenyl)acetyl]amino]-N-tert-butyl-benzamide BrC=1C=CC(=C(C1)CC(=O)NC=1C=C(C(=O)NC(C)(C)C)C=CC1)OC